FC1=C(C(=C(C(=C1[B-](C1=C(C(=C(C(=C1F)F)F)F)F)(C1=C(C(=C(C(=C1F)F)F)F)F)C1=C(C(=C(C(=C1F)F)F)F)F)F)F)F)F.C(CCCCCCCCCCCCC)[NH+](C1=CC=C(C=C1)CCCC)CCCCCCCCCCCCCC N,N-ditetradecyl-4-butylanilinium tetrakis(pentafluorophenyl)borate